1,4-bis[[4-(hydroxymethyl)cyclohexyl]methyl]terephthalate OCC1CCC(CC1)CC1(C(=O)[O-])C=CC(C(=O)[O-])(C=C1)CC1CCC(CC1)CO